COC1=C(C=C(C=C1)OC)C1=CC=C(C=C1)C=1N=NN(C1)C=1C=NC=CC1 3-(4-(2',5'-dimethoxy-[1,1'-biphenyl]-4-yl)-1H-1,2,3-triazol-1-yl)pyridine